C1(CC1)CC1=NC=C(C=N1)C=O 2-(CYCLOPROPYLMETHYL)PYRIMIDINE-5-CARBALDEHYDE